[C-]1(C=CC=C1)C(CCCCC)S.[CH-]1C=CC=C1.[Fe+2] ferrocenyl-hexanethiol